C(C1=CC=CC=C1)OC1=NC(=CC=C1C=1C=CC(=NC1)N1CCC(CC1)CC(=O)OC)OCC1=CC=CC=C1 methyl 2-[1-[5-(2,6-dibenzyloxy-3-pyridyl)-2-pyridyl]-4-piperidyl]acetate